octafluorobiphenol C1(=C(C(=C(C(=C1F)F)F)F)O)C2=C(C(=C(C(=C2F)F)F)F)O